3-(2-fluoro-4-phenoxybenzoyl)-4-(((3R,6S)-6-(hydroxymethyl)tetrahydro-2H-pyran-3-yl)amino)-1H-pyrrolo[2,3-b]pyridine-5-carbonitrile FC1=C(C(=O)C2=CNC3=NC=C(C(=C32)N[C@H]3CO[C@@H](CC3)CO)C#N)C=CC(=C1)OC1=CC=CC=C1